CNC(C1=CC(=NC=C1)N[C@@H]1C[C@H](C1)NC1=CC=CC=C1)=O N-methyl-2-((trans-3-(phenylamino)cyclobutyl)amino)isonicotinamide